methyl 4-amino-3-[[5-[(3,5-difluorophenyl)methyl]-1H-indazol-3-yl]carbamoyl]benzoate NC1=C(C=C(C(=O)OC)C=C1)C(NC1=NNC2=CC=C(C=C12)CC1=CC(=CC(=C1)F)F)=O